(S)-N-benzyl-N-methyl-5-(pyrrolidin-3-ylamino)quinoline-8-carboxamide C(C1=CC=CC=C1)N(C(=O)C=1C=CC(=C2C=CC=NC12)N[C@@H]1CNCC1)C